C1(CCCC1)C=1C2=C(N=C(N1)SC)NC(=C2)C(=O)NC2=C(C=CC=C2)OC cyclopentyl-N-(2-methoxyphenyl)-2-(methylthio)-7H-pyrrolo[2,3-d]pyrimidine-6-carboxamide